2-methoxyethyl 3,3-diethylbutyrate C(C)C(CC(=O)OCCOC)(C)CC